tert-butyl (3R,5R)-3-(((tert-butyldiphenylsilyl)oxy)methyl)-5-methylmorpholine-4-carboxylate [Si](C1=CC=CC=C1)(C1=CC=CC=C1)(C(C)(C)C)OC[C@@H]1N([C@@H](COC1)C)C(=O)OC(C)(C)C